1-(allyl)pyrrolidine-2-methylamine C(C=C)N1C(CCC1)CN